OC(C1=CC(=C(C=C1)O)OCC1=NC=CC=C1)C1=NC=CC=C1 4-(hydroxy(pyridin-2-yl)methyl)-2-(pyridin-2-ylmethoxy)phenol